6-bromo-5-chloro-2,3-dihydro-isoindol-1-one BrC1=C(C=C2CNC(C2=C1)=O)Cl